2-amino-N-((5-(3,3-difluoro-1-azetidinyl)-2-pyridinyl)methyl)-3-methyl-N-((1R)-1-(2-pyrimidinyl)ethyl)-6-quinolinecarboxamide NC1=NC2=CC=C(C=C2C=C1C)C(=O)N([C@H](C)C1=NC=CC=N1)CC1=NC=C(C=C1)N1CC(C1)(F)F